C1(CC1)C=1N=NN(C1)[C@H](C(=O)N1[C@@H](C[C@H](C1)O)C(=O)NC1CC(C1)NS(=O)(=O)C)C(C)(C)C (2S,4R)-1-[(2S)-2-(4-cyclopropyltriazol-1-yl)-3,3-dimethyl-butanoyl]-4-hydroxy-N-[3-(methanesulfonamido)cyclobutyl]pyrrolidine-2-carboxamide